(S)-1-(2-chloro-6-(6-fluoropyridin-3-yl)pyrimidin-4-yl)pyrrolidin-3-ol ClC1=NC(=CC(=N1)N1C[C@H](CC1)O)C=1C=NC(=CC1)F